1,3-dimethyl-5-(1-methyl-3,4,5,6,7,7a-hexahydro-2H-indol-3a-yl)pyrazolo[3,4-b]pyridine CN1N=C(C=2C1=NC=C(C2)C21CCN(C1CCCC2)C)C